(3S)-4-[[1-[(1-benzyloxycarbonyl-4-piperidinyl)methyl]triazol-4-yl]methyl]-3-methyl-piperazine-1-carboxylic acid tert-butyl ester C(C)(C)(C)OC(=O)N1C[C@@H](N(CC1)CC=1N=NN(C1)CC1CCN(CC1)C(=O)OCC1=CC=CC=C1)C